3-(3-bromophenyl)but-2-enoic acid 2-ethyl ester CCOC(C=C(C)C1=CC(=CC=C1)Br)=O